C(CCCCCC=C)C1CO1 (7-octenyl) ethylene oxide